N,6-dimethyl-2-(3-((2-(trifluoromethyl)phenoxy)methyl)pyrrolidin-1-yl)pyrimidine-4-carboxamide CNC(=O)C1=NC(=NC(=C1)C)N1CC(CC1)COC1=C(C=CC=C1)C(F)(F)F